CCC(C)(C)[O-].[Na+].ClC=1C=C(OC=2C=CC(=NC2)NC(=O)C2=NN(C(C=C2)=O)C)C=CC1F N-[5-(3-chloro-4-fluorophenoxy)pyridin-2-yl]-1-methyl-6-oxo-1,6-dihydropyridazine-3-carboxamide Natrium t-pentoxid